(S)-2-OXOHEXAHYDROPYRIMIDINE-4-CARBOXYLIC ACID O=C1NCC[C@H](N1)C(=O)O